BrC=1C=NC(=NC1)NC1CN(CC1)C1=NC(=NC2=CC=CC=C12)C 4-(3-((5-bromopyrimidin-2-yl)amino)pyrrolidin-1-yl)-2-methylquinazolin